4-(2,5-Dimethyl-3-(2-(piperidin-1-yl)acetyl)-1H-pyrrol-1-yl)cyclohexane-carboxylic acid CC=1N(C(=CC1C(CN1CCCCC1)=O)C)C1CCC(CC1)C(=O)O